COC1=C(CN(S(=O)(=O)C2=C(C=CC(=C2)CC)OC)C2=NOC3=C2C(=CC=C3)C=3C=NN(C3)C)C=CC(=C1)OC N-(2,4-Dimethoxybenzyl)-5-ethyl-2-methoxy-N-(4-(1-methyl-1H-pyrazol-4-yl)benzo[d]isoxazol-3-yl)benzenesulfonamide